(S)-8-(methylsulfonyl)-N-(7-oxo-1-(5-phenyl-1H-imidazol-2-yl)nonyl)-1-oxa-2,8-diazaspiro[4.5]dec-2-ene-3-carboxamide CS(=O)(=O)N1CCC2(CC(=NO2)C(=O)N[C@@H](CCCCCC(CC)=O)C=2NC(=CN2)C2=CC=CC=C2)CC1